C(C)(C)(C)[C@@]12NCCN([C@H]2CC1)C(C(=O)C1=NN(N=C1NCC1=CC=C(C=C1)OC)C=1CCOCC1)C(CC)=O tert-butyl-(1S,6S)-5-(1-(2-(3,6-dihydro-2H-pyran-4-yl)-5-((4-methoxybenzyl)amino)-2H-1,2,3-triazol-4-yl)-1,3-dioxopentan-2-yl)-2,5-diazabicyclo[4.2.0]octane